[3-[4-(6-Chloro-4-methylsulfonyl-3-pyridyl)phenyl]azetidin-1-yl]-[(3S)-3-hydroxypyrrolidin-1-yl]methanone ClC1=CC(=C(C=N1)C1=CC=C(C=C1)C1CN(C1)C(=O)N1C[C@H](CC1)O)S(=O)(=O)C